1-(4-chlorophenyl)-1H-pyrrole-2-carbaldehyde ClC1=CC=C(C=C1)N1C(=CC=C1)C=O